3-(3-chloro-2-fluorophenyl)-3-oxopropanenitrile ClC=1C(=C(C=CC1)C(CC#N)=O)F